ethyl 2-((1R,5S,6R)-3-(5-cyano-6-((S)-2-methylazetidine-1-yl)-4-(trifluoromethyl)pyridin-2-yl)-3-azabicyclo[3.1.0]hexan-6-yl)acetate C(#N)C=1C(=CC(=NC1N1[C@H](CC1)C)N1C[C@@H]2C([C@@H]2C1)CC(=O)OCC)C(F)(F)F